6,6-bis(oct-2-yn-1-yloxy)hexanoic acid C(C#CCCCCC)OC(CCCCC(=O)O)OCC#CCCCCC